C(#N)C=1C(=NC2=CC=CC=C2C1)N1CC2(CN(C2)C(=O)OC(C)(C)C)CC1 tert-butyl 6-(3-cyanoquinolin-2-yl)-2,6-diazaspiro[3.4]octane-2-carboxylate